ClC=1C=C(C=CC1Cl)NC(=O)N1CC2=CC=NC(=C2CC1)NCC1=C(C=C(C=C1)OC)OC N-(3,4-dichlorophenyl)-5-((2,4-dimethoxybenzyl)amino)-3,4-dihydro-2,6-naphthyridine-2(1H)-carboxamide